COCC1(C2=C(N=C(O1)C=1SC=CC1)C=CC=C2)C 4-(methoxymethyl)-4-methyl-2-(thiophen-2-yl)-4H-benzo[d][1,3]oxazine